(Z)-1-((2-(2,6-dioxopiperidin-3-yl)-1,3-dioxoisoindolin-4-yl)amino)-N-(2-(4-(1-(4-hydroxyphenyl)-2-phenylbut-1-en-1-yl)phenoxy)ethyl)-N-methyl-3,6,9,12,15-pentoxaoctadecane-18-amide O=C1NC(CCC1N1C(C2=CC=CC(=C2C1=O)NCCOCCOCCOCCOCCOCCC(=O)N(C)CCOC1=CC=C(C=C1)\C(=C(\CC)/C1=CC=CC=C1)\C1=CC=C(C=C1)O)=O)=O